NC1CCC(CC1)CNC=1C(=NC(=CC1)N1C[C@H](N([C@H](C1)C)CC(F)(F)F)C)C N-(((1r,4R)-4-aminocyclohexyl)methyl)-6-((3R,5S)-3,5-dimethyl-4-(2,2,2-trifluoroethyl)piperazin-1-yl)-2-methylpyridin-3-amine